N-(4-(2-((6,6-dimethyl-2,4-dioxo-3-azabicyclo[3.1.0]hexan-3-yl)methyl)thieno[3,2-b]pyridin-7-yl)-2-methyl-6-(trifluoromethyl)pyridin-3-yl)-2,2,2-trifluoroacetamide CC1(C2C(N(C(C12)=O)CC1=CC2=NC=CC(=C2S1)C1=C(C(=NC(=C1)C(F)(F)F)C)NC(C(F)(F)F)=O)=O)C